(7S)-7-[4-(prop-2-enoyl)piperazin-1-yl]-2-{4-[2-(trifluoromethyl)phenoxy]phenyl}-4,5,6,7-tetrahydro-2H-pyrazolo[4,3-b]pyridine-3-carboxamide C(C=C)(=O)N1CCN(CC1)[C@@H]1C=2C(NCC1)=C(N(N2)C2=CC=C(C=C2)OC2=C(C=CC=C2)C(F)(F)F)C(=O)N